3-mercapto-5H-1,2,4-triazino[5,6-b]indole-5-acetic acid SC=1N=NC2=C(N(C=3C=CC=CC23)CC(=O)O)N1